ClC1=CC=C(O[C@H](C(=O)NOCCS(=O)C)C)C=C1 (2S)-2-(4-chlorophenoxy)-N-(2-methanesulfinylethoxy)propanamide